FC(C(=O)O)(F)F.FC=1C=C(C=CC1)C1=C(N=C2N(C1=O)C(=CC=C2)C)C(C)NC2=C1N=CNC1=NC=N2 3-(3-Fluorophenyl)-6-methyl-2-[1-(9H-purin-6-ylamino)ethyl]-4H-pyrido[1,2-a]pyrimidin-4-one Trifluoroacetic Acid Salt